N1=NC(=CC2=C1C1=C(CCC2)C=CC=C1)N1N=C(N=C1N)NC1=CC(=C(C=C1)N1CC(C1)N1CCCC1)F 1-(6,7-dihydro-5H-benzo[6,7]cyclohepta[1,2-c]pyridazin-3-yl)-N3-(3-fluoro-4-(3-pyrrolidin-1-ylazetidinyl)phenyl)-1H-1,2,4-triazole-3,5-diamine